5-amino-N-methyl-N-((3S)-6-(trifluoromethyl)-2,3-dihydro-1-benzofuran-3-yl)benzo[c][2,6]naphthyridine-9-carboxamide NC1=NC2=C(C3=CN=CC=C13)C=C(C=C2)C(=O)N([C@@H]2COC1=C2C=CC(=C1)C(F)(F)F)C